3-(((4-((1R,5S)-3,8-diazabicyclo[3.2.1]octan-3-yl)-8-fluoro-7-(3-hydroxynaphthalen-1-yl)quinazolin-2-yl)oxy)methyl)cyclobutane-1-carbonitrile [C@H]12CN(C[C@H](CC1)N2)C2=NC(=NC1=C(C(=CC=C21)C2=CC(=CC1=CC=CC=C21)O)F)OCC2CC(C2)C#N